tromethamine, Trishydrochloride Cl.Cl.Cl.NC(CO)(CO)CO